O(CCCCCCO)CCCCCCO 6,6'-oxodihexanol